BrC1=C(C=CC=C1)C=1OC[C@H](N1)CC1=CC=CC=C1 (R)-2-(2-bromophenyl)-4-benzyl-4,5-dihydro-oxazole